N,N-diundecyl-urea C(CCCCCCCCCC)N(C(=O)N)CCCCCCCCCCC